ClC(C(=O)O)C1=CC=CC=C1 α-chlorophenylacetic acid